BrC(CCCCC(=O)OC(C)(C)C)CC tert-butyl 6-bromooctanoate